CN1C(CCCC1)C 1,2-dimethylpiperidine